ethyl 1-[2-[(3-cyano-4,5-dimethyl-2-thienyl)amino]-2-oxo-ethyl]sulfanylcyclopropanecarboxylate C(#N)C1=C(SC(=C1C)C)NC(CSC1(CC1)C(=O)OCC)=O